[5-(5-methyl-6-oxo-5,6,7,8-tetrahydro-[1,5]naphthyridin-2-yl)-pyridin-3-ylmethyl]-amid CN1C=2C=CC(=NC2CCC1=O)C=1C=C(C=NC1)C[NH-]